(E)-2-methoxy-4-[(8-methylnon-6-enamido)methyl]phenyl (5-aminopentyl)carbamate NCCCCCNC(OC1=C(C=C(C=C1)CNC(CCCC\C=C\C(C)C)=O)OC)=O